N-((1,2,3,5,6,7-hexahydro-s-indacen-4-yl)carbamoyl)-2-(1-(pyrazine-2-carbonyl)pyrrolidin-2-yl)vinylsulfonamide C1CCC2=C(C=3CCCC3C=C12)NC(=O)NS(=O)(=O)C=CC1N(CCC1)C(=O)C1=NC=CN=C1